5-[[4-[(2-Amino-2-imino-ethyl)carbamoylamino]-3-fluorophenyl]sulfonylamino]thiazol NC(CNC(=O)NC1=C(C=C(C=C1)S(=O)(=O)NC1=CN=CS1)F)=N